C(CC)N1CCN(CC1)[SiH](C=CC)N1CCN(CC1)CCC bis(4-propylpiperazinyl)(methyl)vinylsilane